CN(C)CC1=CC(=C(C=C1)C=1C=2N(C(=NC1)NCC1=C(C=CC3=C1C(CO3)O)F)C=C(N2)C#N)C 8-(4-((dimethylamino)methyl)-2-methylphenyl)-5-(((5-fluoro-3-hydroxy-2,3-dihydrobenzofuran-4-yl)methyl)amino)imidazo[1,2-c]pyrimidine-2-carbonitrile